ClC1=C(C(=CC=C1Cl)O)[C@H]1C[C@@H]2N(C(OC2CN2CC(C2)O)=O)C1 (6R,7aS)-6-(2,3-dichloro-6-hydroxyphenyl)-1-[(3-hydroxyazetidin-1-yl)methyl]-tetrahydro-1H-pyrrolo[1,2-c][1,3]oxazol-3-one